C(C)(C)(C)OC(=O)N[C@H](C(=O)N[C@H](C(=O)OC)CC1(CC1)F)C(C)(C)C (S)-methyl 2-((S)-2-((tert-butoxycarbonyl)amino)-3,3-dimethylbutanamido)-3-(1-fluorocyclopropyl)propanoate